5-(5-methyl-1H-pyrazol-1-yl)-1,3,4-thiadiazol CC1=CC=NN1C1=NN=CS1